C(C)(=O)N1C[C@@H](CC1)NC1=NC=C(C(=N1)NCC=1C(=NC=CC1)N(S(=O)(=O)C)C)C(F)(F)F N-[3-({[2-{[(3R)-1-acetylpyrrolidin-3-yl]amino}-5-(trifluoromethyl)pyrimidin-4-yl]amino}methyl)pyridin-2-yl]-N-methylmethane-sulfonamide